ClC=1C=C(C=2N(N1)C(=CN2)F)N2C[C@@H]([C@@H](C2)F)F 6-chloro-8-[(3S,4R)-3,4-difluoropyrrolidin-1-yl]-3-fluoro-imidazo[1,2-b]pyridazine